(R)-7-bromo-3-(((tert-butyldimethylsilyl)oxy)methyl)-5-iodo-3-methyl-2,3-dihydrofuro[2,3-c]pyridine BrC=1N=C(C=C2C1OC[C@]2(C)CO[Si](C)(C)C(C)(C)C)I